5-(2-(3-(ethoxymethyl)-3-(2-(5-fluorothiophen-2-yl)ethyl)-4-methylpyrrolidin-1-yl)propan-2-yl)-2-methylpyridine C(C)OCC1(CN(CC1C)C(C)(C)C=1C=CC(=NC1)C)CCC=1SC(=CC1)F